2,3-dihydroxypropyl-trimethoxysilane OC(C[Si](OC)(OC)OC)CO